FC1=CC=C2C(=CNC(C2=C1F)=O)[C@H](C)N(C(=O)NC1=CC=C(C=C1)F)C (S)-1-(1-(7,8-difluoro-1-oxo-1,2-dihydroisoquinolin-4-yl)ethyl)-3-(4-fluorophenyl)-1-methylurea